C(C1=CC=CC=C1)OCOC1=CC=C2C(=C(C(C2=C1)=O)Br)C=1N=CSC1C 6-((benzyloxy)methoxy)-2-bromo-3-(5-methylthiazol-4-yl)-1H-inden-1-one